potassium sulfate, rubidium salt [Rb+].S(=O)(=O)([O-])[O-].[K+]